FC(CC1=NC=CC(=C1)CNC(OC(C)(C)C)=O)(F)F tert-butyl ((2-(2,2,2-trifluoroethyl)pyridin-4-yl)methyl)carbamate